ClC=1C=C(C=CC1C=1N(C2=NC=NC(=C2N1)OC1(CC1)C)CC1=CC(=CC=C1)C)CC(=O)N 2-(3-chloro-4-(9-(3-methylbenzyl)-6-(1-methylcyclopropoxy)-9H-purin-8-yl)phenyl)acetamide